CN1CCN(CCC1)C(=O)OC1CC(C2(C3CCC4(C(CCC4(C3CCC2C1)O)C=1COC(C1)=O)C)C)OC(C)=O acetoxy-14-hydroxy-10,13-dimethyl-17-(5-oxo-2,5-dihydrofuran-3-yl)hexadecahydro-1H-cyclopenta[a]phenanthren-3-yl 4-methyl-1,4-diazepane-1-carboxylate